tert-Butyl (2S,3R,5R)-3-[(tert-butyldimethylsilyl)oxy]-5-(cyanomethyl)-2-methylpyrrolidine-1-carboxylate [Si](C)(C)(C(C)(C)C)O[C@H]1[C@@H](N([C@@H](C1)CC#N)C(=O)OC(C)(C)C)C